ethyl 6-tert-butyl-10-methoxy-9-[1-(oxetan-3-yl)-1H-pyrazol-4-yl]-2-oxo-6,7-dihydro-2H-pyrido[2,1-a]isoquinoline-3-carboxylate C(C)(C)(C)C1N2C(C3=CC(=C(C=C3C1)C=1C=NN(C1)C1COC1)OC)=CC(C(=C2)C(=O)OCC)=O